(2R)-2-{5-[1-cyclopropyl-5-(trifluoromethyl)-1H-pyrazol-3-yl]-1,2,4-oxadiazol-3-yl}-1,1-difluoro-6-azaspiro[2.5]octane-6-sulfonamide C1(CC1)N1N=C(C=C1C(F)(F)F)C1=NC(=NO1)[C@@H]1C(C12CCN(CC2)S(=O)(=O)N)(F)F